ClC=1C=CC(=NC1)C(C)C=1C=NN(C1)C=1C=NC=C(C1)C1CC1 5-chloro-2-(1-(1-(5-cyclopropylpyridin-3-yl)-1H-pyrazol-4-yl)ethyl)pyridine